C(#C)C1=CC=C(C=C1)NC(OCC1C2=CC=CC=C2C=2C=CC=CC12)=O (9H-Fluoren-9-yl)-methyl (4-ethynylphenyl)carbamate